BrCC=1C2=C(SC1C(=O)NCCC(=O)OC)C=C(C(=C2)O[Si](C)(C)C(C)(C)C)OC Methyl 3-(3-(bromomethyl)-5-((tert-butyldimethylsilyl)oxy)-6-methoxybenzo[b]thiophene-2-carboxamido)propanoate